C(C=C)(=O)O.C(C=C)(=O)O.C(C=C)(=O)O.C(C)C(C(C)(C)C)C ethyltrimethyl-propane triacrylate